8-Chloro-7-((2-methyl-1-((2-(trimethylsilyl)ethoxy)methyl)-1H-benzo[d]imidazol-6-yl)oxy)-2-(1-((2-methyl-2-azabicyclo[2.2.1]heptan-5-yl)methyl)-1H-pyrazol-4-yl)quinoxaline ClC=1C(=CC=C2N=CC(=NC12)C=1C=NN(C1)CC1C2CN(C(C1)C2)C)OC=2C=CC1=C(N(C(=N1)C)COCC[Si](C)(C)C)C2